C(C)C1(CCC1)C1=C(C=C2C=NC=NN21)C#N 7-(1-ethylcyclobutyl)pyrrolo[2,1-f][1,2,4]triazine-6-carbonitrile